C(C=C)(=O)O.C(C=C)(=O)O.C=CC=C butadiene diacrylate